FC1CCN(CC1)C1=C(CN2CCN(CC2)C(=O)N2N=C(C=C2)C(=O)O)C=CC(=C1)C(F)(F)F 1-(4-(2-(4-fluoropiperidin-1-yl)-4-(trifluoromethyl)benzyl)piperazine-1-carbonyl)-1H-pyrazole-3-carboxylic acid